(2S)-2-(benzyloxycarbonylamino)-3-propoxy-propionic acid dicyclohexylamine salt C1(CCCCC1)NC1CCCCC1.C(C1=CC=CC=C1)OC(=O)N[C@H](C(=O)O)COCCC